C(CC)N(N)C(CCCCCCCN1N=NC(=C1)C=1C=NC=CC1)=O N-propyl-8-(4-(pyridin-3-yl)-1H-1,2,3-triazol-1-yl)octanehydrazide